1-(tert-Butyl)-5-fluoro-N-(2-fluoro-4-methyl-5-(8-morpholinoimidazo[1,2-a]pyridin-6-yl)phenyl)-1H-pyrazole-4-carboxamide C(C)(C)(C)N1N=CC(=C1F)C(=O)NC1=C(C=C(C(=C1)C=1C=C(C=2N(C1)C=CN2)N2CCOCC2)C)F